C(C1=CC=CC=C1)OC(=O)NCCCCCCCC(=O)OCC(CCCCCCCC)CCCCCC 2-hexyldecyl 8-{[(benzyloxy)carbonyl] amino}octanoate